N1=C(C=CC2=CC=CC=C12)C=NS(=O)C(C)(C)C N-((quinolin-2-yl)methylene)-2-methylpropane-2-sulfinamide